((3R,5R,8R,9R,10S,13S,14S,17S)-3-Hydroxy-3,13-dimethylhexadecahydro-1H-cyclopenta[a]phenanthren-17-yl)dimethylphosphine oxide O[C@@]1(CC[C@@H]2[C@H]3CC[C@@]4([C@H](CC[C@H]4[C@@H]3CC[C@@H]2C1)P(C)(C)=O)C)C